6-(5-(6-methylpyridin-2-yl)-1H-pyrazol-4-yl)quinolin-3-yl pyrrolidine-3-carboxylate N1CC(CC1)C(=O)OC=1C=NC2=CC=C(C=C2C1)C=1C=NNC1C1=NC(=CC=C1)C